N-((2R,3S)-3-benzylpentan-2-yl)-1-methyl-5-oxo-4,5-dihydro-1H-1,2,4-triazole-3-carboxamide C(C1=CC=CC=C1)[C@@H]([C@@H](C)NC(=O)C1=NN(C(N1)=O)C)CC